FC(OC=1C=C2C(N(C(NC2=CC1)=O)C1=CN=CC2=CC=CC=C12)=O)F 6-(difluoromethoxy)-3-(isoquinolin-4-yl)quinazoline-2,4(1H,3H)-dione